CON(C(=O)C=1C=NN(C1)C)C(CC1=C(C=C(C=C1Cl)Cl)Cl)C N-methoxy-1-methyl-N-[1-(2,4,6-trichlorophenyl)propan-2-yl]-1H-pyrazole-4-carboxamide